FC1(C[C@@]2(CC1)C[C@@H](N(CC2)CC2=C1C=CN(C1=C(C=C2OC)C)C(=O)OC(C)(C)C)C2=CC=C(C=C2)C(=O)OC)F tert-butyl 4-(((5R,7R)-2,2-difluoro-7-(4-(methoxycarbonyl)phenyl)-8-azaspiro[4.5]decan-8-yl)methyl)-5-methoxy-7-methyl-1H-indole-1-carboxylate